C(C)OCOC1=CC=C(C=C1)N1CCN(CC1)S(=O)(=O)C1=CC=C(C=C1)NC(C1=C(C=CC=C1)N(S(=O)(=O)C)C)=O N-(4-((4-(4-(ethoxymethoxy)phenyl)piperazin-1-yl)sulfonyl)phenyl)-2-(N-methylmethyl-sulfonamido)benzamide